monoethylene glycol distearate C(CCCCCCCCCCCCCCCCC)(=O)OCCOC(CCCCCCCCCCCCCCCCC)=O